C(C)(C)(C)OC(=O)N1CC(C(C1)OC)CO 3-(hydroxymethyl)-4-methoxypyrrolidine-1-carboxylic acid tert-butyl ester